ClC=1C=C2C(N(CN(C2=CC1C#N)C1=C(C=C(C=C1)F)CC)C1=C(NC(C=C1)=O)C)=O 6-chloro-1-(2-ethyl-4-fluorophenyl)-3-(2-methyl-6-oxo-1,6-dihydropyridin-3-yl)-4-oxo-1,2,3,4-tetrahydroquinazoline-7-carbonitrile